Tert-butyl 4-(4'-Methyl-6-(5-methylisoxazole-3-carboxamido)-2',3',4',5'-tetrahydro [1,1'-biphenyl]-3-yl)piperidine-1-carboxylate CC1CCC(=CC1)C1=CC(=CC=C1NC(=O)C1=NOC(=C1)C)C1CCN(CC1)C(=O)OC(C)(C)C